FC1=C(C(=C(C(=C1[B-](C1=C(C(=C(C(=C1F)F)F)F)F)(C1=C(C(=C(C(=C1F)F)F)F)F)C1=C(C(=C(C(=C1F)F)F)F)F)F)F)F)F.C1(=CC=CC=C1)[C+](C1=CC=CC=C1)C1=CC=CC=C1 triphenylcarbon tetra(pentafluorophenyl)borate